1-propan-sulfonat C(CC)S(=O)(=O)[O-]